C(C)OC(C(CC(CC)=O)(C(F)(F)F)O)=O 2-Hydroxy-4-oxo-2-(trifluoromethyl)hexanoic acid ethyl ester